N1=CC=C(C=C1)C=1C2=C(C(=NC1)NC(C)C=1C=C(C=CC1)NC(C)=O)CCO2 N-(3-(1-((7-(Pyridin-4-yl)-2,3-dihydrofuro[3,2-c]pyridin-4-yl)amino)ethyl)phenyl)acetamid